tert-butyl (R)-4-(1-((6-ethoxy-2-methyl-2H-pyrazolo[3,4-b]pyridin-5-yl)carbamoyl)-2,3-dihydro-1H-pyrrolo[2,3-b]pyridin-4-yl)-2-methylpiperazine-1-carboxylate C(C)OC=1C(=CC=2C(N1)=NN(C2)C)NC(=O)N2CCC=1C2=NC=CC1N1C[C@H](N(CC1)C(=O)OC(C)(C)C)C